N-(1-(2,6-dihydroxy-5'-methyl-4-pentyl-1',2',3',4'-tetrahydro-[1,1'-biphenyl]-3-yl)ethyl)-N-methylacetamide OC1=C(C(=CC(=C1C(C)N(C(C)=O)C)CCCCC)O)C1CCCC(=C1)C